2-[3'-tert-butyl-2'-hydroxy-5'-(3''-methacryloxypropyl)phenyl]-5-methoxybenzotriazole C(C)(C)(C)C=1C(=C(C=C(C1)CCCOC(C(=C)C)=O)N1N=C2C(=N1)C=CC(=C2)OC)O